CCCC/C=C\\CC(=O)SCCNC(=O)CCNC(=O)[C@@H](C(C)(C)COP(=O)(O)OP(=O)(O)OC[C@@H]1[C@H]([C@H]([C@@H](O1)N2C=NC3=C(N=CN=C32)N)O)OP(=O)(O)O)O The molecule is an unsaturated fatty acyl-CoA that results from the formal condensation of the thiol group of coenzyme A with the carboxy group of cis-3-octenoic acid. It is a medium-chain fatty acyl-CoA and a monounsaturated fatty acyl-CoA. It is a conjugate acid of a cis-3-octenoyl-CoA(4-).